CC=1NC=C2C=CC=CC12 methyl-isoindole